[O-]CCCC.BrCC1=CC(=C(OC2=CC(=NC=C2)C(F)(F)F)C(=C1)F)F 4-(4-(bromomethyl)-2,6-difluorophenoxy)-2-(trifluoromethyl)pyridine n-butoxid